C(C=C)(=O)N1CC(C1)(F)CN1C2=C(N(C(C1=O)=O)C=1C(=NC=CC1C)C(C)C)N=C(C(=C2)Cl)C=2C(=NC=CC2)N 1-((1-acryloyl-3-fluoroazetidin-3-yl)methyl)-6-(2-aminopyridin-3-yl)-7-chloro-4-(2-isopropyl-4-methylpyridin-3-yl)-1,4-dihydropyrido[2,3-b]pyrazine-2,3-dione